COC1=CC=C(C=C1)CC(C#N)/C(=C/C2=CC=C(C=C2)OC)/C#N The molecule is a dinitrile that is butanedinitrile substituted by 4-methoxybenzyl and 4-methoxybenzylidene groups at positions 2 and 3 respectively. Isolated from the culture broth of the fungus Neosartorya fischeri, it exhibits antifungal activity. It has a role as a metabolite and an antifungal agent. It is a monomethoxybenzene and a dinitrile.